F[C@H]1C[C@@H](N(C1)C(=O)OC(C)(C)C)C(NC=1C=CC=C2C(=CNC12)C1=NC(=NC=C1C)NC=1C(=NN(C1)C)OC)=O tert-butyl (2R,4S)-4-fluoro-2-((3-(2-((3-methoxy-1-methyl-1H-pyrazol-4-yl)amino)-5-Methylpyrimidin-4-yl)-1H-indol-7-yl)carbamoyl)pyrrolidine-1-carboxylate